C(C)(C)(C)OC(=O)N[C@](CC(=O)OC)(C)C1=C(C(=CC=C1)I)Cl Methyl (3S)-3-(tert-butoxycarbonylamino)-3-(2-chloro-3-iodophenyl)butanoate